3-(12H-[1,3]dioxolo[4',5':5,6]indolo[3,2-c]isoquinolin-12-yl)-N,N-dimethyl-1-propylamine C1=C2C3=C(N=CC2=CC=C1)C1=CC2=C(C=C1N3CCCN(C)C)OCO2